3-bromo-5-(3-(2-fluoroethoxy)-4-methoxyphenyl)pyridine tert-butyl-(S)-4-(6-(7-isopropoxy-2-methylimidazo[1,2-a]pyridine-6-carboxamido)pyridazin-3-yl)-2-methylpiperazine-1-carboxylate C(C)(C)(C)OC(=O)N1[C@H](CN(CC1)C=1N=NC(=CC1)NC(=O)C=1C(=CC=2N(C1)C=C(N2)C)OC(C)C)C.BrC=2C=NC=C(C2)C2=CC(=C(C=C2)OC)OCCF